18λ6-thia-3,15,17,24-tetrazatetracyclo[17.3.1.112,16.03,9]tetracosa-1(22),12,14,16(24),19(23),20-hexaen-2-one C=12C(N3CCCCCC3CCC3=CC=NC(N[SH4]C(C=CC1)=C2)=N3)=O